CC1=NN(C(=C1)C)C(CC#N)=O 3-(3,5-Dimethyl-1H-pyrazol-1-yl)-3-oxopropanenitrile